1-(Pyridin-4-ylmethyl)-3-(4-(pyridin-4-ylsulfonyl)phenyl)urea N1=CC=C(C=C1)CNC(=O)NC1=CC=C(C=C1)S(=O)(=O)C1=CC=NC=C1